FC=1C=CC=C(C1)O 5-fluorophenol